OC1=CC(=CC2=C1C(C=C(O2)C=2C=CC(=C(O[C@H]1[C@@H]([C@H]([C@@H]([C@H](O1)C(=O)O)O)O)O)C2)O)=O)O (2S,3S,4S,5R,6S)-6-[5-(5,7-dihydroxy-4-oxo-4H-benzopyran-2-yl)-2-hydroxyphenoxy]-3,4,5-trihydroxy-oxane-2-carboxylic acid